ClC1=NC2=CC=C(C=C2C=C1[C@H](C)N[S@](=O)CC(C)C)Cl (R)-N-((S)-1-(2,6-dichloroquinolin-3-yl)ethyl)-2-methylpropanesulfinamide